[Br-].[Br-].C(C(C)C)O[Hf+2]OCC(C)C diisobutoxyhafnium dibromide